CC=1C=C(C=C(C1OC=1C=C2C3(C(NC2=CC1)=O)CCCC3)C)N3N=C(C(NC3=O)=O)C#N 2-(3,5-dimethyl-4-((2'-oxospiro[cyclopentane-1,3'-indolin]-5'-yl)oxy)phenyl)-3,5-dioxo-2,3,4,5-tetrahydro-1,2,4-triazine-6-carbonitrile